tris(3-bromo-2,2-bis(bromomethyl) propyl) phosphate P(=O)(OCC(CBr)(CBr)CBr)(OCC(CBr)(CBr)CBr)OCC(CBr)(CBr)CBr